N-(1-(6,7-difluoro-4-oxo-3,4-dihydrophthalazin-1-yl)ethyl)-5-fluoro-N-ethyl-1H-indole-2-carboxamide FC=1C=C2C(NN=C(C2=CC1F)C(C)N(C(=O)C=1NC2=CC=C(C=C2C1)F)CC)=O